CC1(C(C(=O)C2=CC=C(C=C2)SC)C=CC=C1)N1CCOCC1 2-methyl-4'-(methylthio)-2-morpholinyl-benzophenone